C(C=C)(=O)O.C1(=CC=CC=C1)C(C1=CC=CC=C1)=NO diphenyl ketone oxime acrylate